C(CC)[Si]([O-])(CCC)CCC tripropylsilanolate